O=C1NCC2=CC=CC=C12 1-oxo-2,3-dihydro-1H-isoindol